1-[[2-fluoro-4-[5-(trifluoromethyl)-1,2,4-oxadiazol-3-yl]phenyl]methyl]imidazole-4,5-dicarbonitrile FC1=C(C=CC(=C1)C1=NOC(=N1)C(F)(F)F)CN1C=NC(=C1C#N)C#N